C(=O)(O)C(C[C@H](N)C(=O)[O-])C(=O)[O-] γ-carboxy-glutamate